3-(8-Bromo-3-(2,2,2-trifluoroethyl)indolizin-2-yl)prop-2-yn-1-aldehyde BrC1=CC=CN2C(=C(C=C12)C#CC=O)CC(F)(F)F